N[C@@H](C(C)C)C(=O)NC(=O)N valoyl-urea